1-(4-bromophenyl)azetidin-3-ol BrC1=CC=C(C=C1)N1CC(C1)O